2-[2,5-difluorophenyl]-5-sulfanilic acid FC1=C(C=C(C=C1)F)C1=C(S(=O)(=O)O)C=C(C=C1)N